C(C)(C)(C)OC(=O)N[C@H](CC(=O)OCC1=CC=CC=C1)C(=O)OC 4-benzyl 1-methyl (tert-butoxycarbonyl)-D-aspartate